C1[C@@H](OC2=C(C1=O)C(=CC3=C2[C@@H]4C[C@](O3)(OC5=CC(=CC(=C45)O)O[C@H]6[C@@H]([C@H]([C@@H]([C@H](O6)CO)O)O)O)C7=CC(=C(C=C7)O)O)O)C8=CC=C(C=C8)O The molecule is a biflavonoid isolated from the rhizome of Sarcophyte piriei and exhibits anti-inflammatory activity. It has a role as a metabolite and an anti-inflammatory agent. It is a beta-D-glucoside, a biflavonoid, a monosaccharide derivative and a hydroxyflavonoid.